azaPiperazine N1NCNCC1